C(C1=CC=CC=C1)C1(C(SCC1(C(=O)O)C)N)C(=O)O.NC=1C2=C(N=CN1)N(C(=C2C#CC2=CC(=CC(=C2)OC)OC)C)[C@@H]2CN(CC2)C(C=C)=O (S)-1-(3-(4-amino-5-((3,5-dimethoxyphenyl)ethynyl)-6-methyl-7H-pyrrolo[2,3-d]pyrimidin-7-yl)pyrrolidin-1-yl)prop-2-en-1-one 3-Benzyl-4-methyl-2-aminothiophene-3,4-dicarboxylate